BrC1=NN(C(=C1)C(=O)NC1(CC1)C(NC1=CC=C(C=C1)C(F)(F)F)=O)C1=NC=CC=C1Cl 3-bromo-N-(1-((4-trifluoromethylphenyl)carbamoyl)cyclopropyl)-1-(3-chloropyridin-2-yl)-1H-pyrazole-5-carboxamide